3-(5-(1-([1,4'-bipiperidin]-4-ylmethyl)piperidin-4-yl)-3-methyl-2-oxo-2,3-dihydro-1H-benzo[d]imidazol-1-yl)piperidine-2,6-dione trifluoroacetate FC(C(=O)O)(F)F.N1(CCC(CC1)CN1CCC(CC1)C1=CC2=C(N(C(N2C)=O)C2C(NC(CC2)=O)=O)C=C1)C1CCNCC1